[C@@H]12CN(C[C@H]2C1)C1=CC=C(C=C1)[C@@H](C)N1N=CC2=C(C=CC(=C12)C(=O)NC1CC2(CCC2)C1)Cl (Ra)-6-(1-((R)-1-(4-((1R,5S)-3-Azabicyclo[3.1.0]hexan-3-yl)phenyl)ethyl)-4-chloro-1H-indazol-7-carboxamido)spiro[3.3]heptan